C(#N)C1=C(SC2=C1C(=NC=C2F)C=2C1=C(C=3C=NC(=NC3C2F)N2CC(C2)C2(CC2)N(C)C)COC1)NC(OC(C)(C)C)=O tert-Butyl (3-cyano-4-(3-(3-(1-(dimethylamino)cyclopropyl)azetidin-1-yl)-5-fluoro-7,9-dihydrofuro[3,4-f]quinazolin-6-yl)-7-fluorothieno[3,2-c]pyridin-2-yl)carbamate